bis(hydroxyphenyl)-1,4-phenylenebis(1-methyl-ethylene) OC1=C(C=CC=C1)C=1C(=C(C=CC1C(=C)C)C(=C)C)C1=C(C=CC=C1)O